ClC=1C=CC(=NC1)N1CC(N(C2(CC(C2)C=2OC(=NN2)C2CC2)C1=O)CC1=CC=C(C=C1)F)=O (2s,4s)-8-(5-chloropyridin-2-yl)-2-(5-cyclopropyl-1,3,4-oxadiazol-2-yl)-5-(4-fluorobenzyl)-5,8-diazaspiro[3.5]nonane-6,9-dione